(S)-N-(5-((R)-2-(2,5-difluorophenyl)pyrrolidin-1-yl)pyrazolo[1,5-a]pyrimidin-3-yl)-3-hydroxypyrrolidine-1-carboxamide hydrobromide Br.FC1=C(C=C(C=C1)F)[C@@H]1N(CCC1)C1=NC=2N(C=C1)N=CC2NC(=O)N2C[C@H](CC2)O